O=C1NC(CCC1N1C(C2=CC=CC(=C2C1=O)OCC(=O)NCCOCCOCC#C)=O)=O 2-[2-(2,6-dioxo-3-piperidyl)-1,3-dioxo-isoindolin-4-yl]oxy-N-[2-(2-prop-2-ynoxyethoxy)ethyl]acetamide